C(C)(=O)N1CCC(CC1)COC1=CC(=C2C(NC(=NC2=C1)CSC1CCN(CC1)CC#CC=1C=C(C=CC1)N1C(NC(CC1)=O)=O)=O)F 1-(3-(3-(4-(((7-((1-acetylpiperidin-4-yl)methoxy)-5-fluoro-4-oxo-3,4-dihydroquinazolin-2-yl)methyl)thio)piperidin-1-yl)prop-1-yn-1-yl)phenyl)dihydropyrimidine-2,4(1H,3H)-dione